FC(C(C)(C)N1CCC(CC1)=O)(F)F 1-(1,1,1-Trifluoro-2-methylpropan-2-yl)piperidin-4-one